Methyl 3-fluoro-4-[4-(trifluoromethyl)-1H-imidazol-2-yl]benzoate FC=1C=C(C(=O)OC)C=CC1C=1NC=C(N1)C(F)(F)F